9,10-difluoro-3-methyl-6-((((S)-1-(6-nitropyridin-3-yl)pyrrolidin-3-yl)amino)methyl)-2H-[1,4]oxazino[2,3,4-ij]quinolin-7(3H)-one FC=1C=C2C(C(=CN3C2=C(C1F)OCC3C)CN[C@@H]3CN(CC3)C=3C=NC(=CC3)[N+](=O)[O-])=O